C1(=CC=C(C=C1)CC(=O)ONC(OCC(Cl)(Cl)Cl)=O)C1=CC=CC=C1 2,2,2-trichloroethyl (2-([1,1'-biphenyl]-4-yl)acetoxy)carbamate